N-((1R,2S)-2-Acrylamidocyclopentyl)-5-(4-((6-methylpyridin-2-yl)oxy)phenyl)-4-oxo-4,5-dihydro-3H-1-thia-3,5,8-triazaacenaphthylene-2-carboxamide C(C=C)(=O)N[C@@H]1[C@@H](CCC1)NC(=O)C=1SC=2N=CC=C3N(C(NC1C23)=O)C2=CC=C(C=C2)OC2=NC(=CC=C2)C